S1N=CC(=C1)C(=O)OC1CN(C1)C=1N=C(C2=C(N1)CC[S+]2[O-])N(C2CCOCC2)CCC [1-[4-[Propyl(tetrahydropyran-4-yl)amino]-5-oxido-6,7-dihydrothieno[3,2-d]pyrimidin-5-ium-2-yl]azetidin-3-yl] isothiazole-4-carboxylate